1-(Azetidin-1-yl)-2-(4-(8-chloro-7-((2-methyl-1-((2-(trimethylsilyl)ethoxy)methyl)-1H-benzo[d]imidazol-6-yl)oxy)quinoxalin-2-yl)-1H-pyrazol-1-yl)ethanone N1(CCC1)C(CN1N=CC(=C1)C1=NC2=C(C(=CC=C2N=C1)OC=1C=CC2=C(N(C(=N2)C)COCC[Si](C)(C)C)C1)Cl)=O